N1,N1,N4,N4-tetrakis(1-methylethyl)-1,4-benzenediamine CC(C)N(C1=CC=C(C=C1)N(C(C)C)C(C)C)C(C)C